CCCCCCC(=O)O 6-methylcaproic acid